3-(5-(((3R,6S)-1-cyclobutyl-6-methylpiperidin-3-yl)oxy)-1-oxoisoindolin-2-yl)piperidine-2,6-dione hydrochloride salt Cl.C1(CCC1)N1C[C@@H](CC[C@@H]1C)OC=1C=C2CN(C(C2=CC1)=O)C1C(NC(CC1)=O)=O